FC=1C=C(C=CC1)C=1C=CC(=NC1)NC=1C=C(C(=O)NCC2CN(CC2)C)C=CC1 3-((5-(3-fluorophenyl)pyridin-2-yl)amino)-N-((1-methylpyrrolidin-3-yl)methyl)benzamide